Cyanomethyl(3,5-dimethyl-1H-pyrazol) C(#N)CN1N=C(C=C1C)C